CC(C)CCC[C@@H](C)[C@H]1CC[C@H]2[C@@H]3CC4C5(C[C@@H](O)CC[C@]5(C)[C@H]3CC[C@]12C)O4 cholesterol-oxide